(2E,4E,6E,10E)-7,11,15-trimethylhexadeca-2,4,6,10,14-pentaen-1-ol C\C(=C/C=C/C=C/CO)\CC\C=C(\CCC=C(C)C)/C